FC=1C=C(C=CC1)C(N1C(N(CC1)CC=1C=C2CN(C(C2=C(C1)F)=O)C1C(NC(CC1)=O)=O)=O)C1=CC(=CC=C1)F 3-(5-((3-(bis(3-fluorophenyl)methyl)-2-oxoimidazolidin-1-yl)methyl)-7-fluoro-1-oxoisoindolin-2-yl)piperidine-2,6-dione